6-((1R,3r,5S,6r)-6-(1-isopropyl-3-(4-(trifluoromethyl)pyridin-2-yl)-1H-pyrazol-5-yl)bicyclo[3.1.0]hexan-3-yl)-2-thia-6-azaspiro[3.4]octane 2,2-dioxide C(C)(C)N1N=C(C=C1C1[C@H]2CC(C[C@@H]12)N1CC2(CS(C2)(=O)=O)CC1)C1=NC=CC(=C1)C(F)(F)F